4-[(3,5-dimethoxyphenyl)methylamino]-7-methyl-imidazo[1,5-a]quinoxaline-8-carboxylic acid COC=1C=C(C=C(C1)OC)CNC=1C=2N(C3=CC(=C(C=C3N1)C)C(=O)O)C=NC2